O=C1NC(CCC1N1CC2=CC=C(C=C2C1=O)CNC(OC1CC(C1)C1=C(C=CC=C1)C(F)(F)F)=O)=O 3-(2-(trifluoromethyl)phenyl)cyclobutyl ((2-(2,6-dioxopiperidin-3-yl)-3-oxoisoindolin-5-yl)methyl)carbamate